(3R,4S)-4-(3-(2,6-dioxopiperidin-3-yl)-1-methyl-1H-indazol-6-yl)-3-hydroxypiperidine-1-carboxylic acid tert-butyl ester C(C)(C)(C)OC(=O)N1C[C@@H]([C@@H](CC1)C1=CC=C2C(=NN(C2=C1)C)C1C(NC(CC1)=O)=O)O